2-(2-((tert-Butoxycarbonyl)amino)-5-chlorothiazol-4-yl)-2-oxoacetic acid C(C)(C)(C)OC(=O)NC=1SC(=C(N1)C(C(=O)O)=O)Cl